C1CC12OC[C@@H](C2)OC2=NN=C(S2)NC(=O)C=2C=NC(=CC2C2=CC(=NC=C2OC)Br)C (R)-N-(5-((4-oxaspiro(2.4)heptan-6-yl)oxy)-1,3,4-thiadiazol-2-yl)-2'-bromo-5'-methoxy-6-methyl-(4,4'-bipyridine)-3-carboxamide